exo-5-fluoro-N-{[3-(4-methoxyphenyl)-1,2-oxazol-5-yl]methyl}-1a,6b-dihydro-1H-cyclopropa[b][1]benzofuran-1-carboxamide FC=1C=CC2=C(C3C(O2)C3C(=O)NCC3=CC(=NO3)C3=CC=C(C=C3)OC)C1